C(=O)=C(C)C(=CC=CC)CBr 2-carbonyl-3-bromomethyl-3,5-heptadiene